(2S,4R)-N-(5-bromo-2-fluoropyridin-4-yl)-4-fluoropyrrolidine-2-carboxamide BrC=1C(=CC(=NC1)F)NC(=O)[C@H]1NC[C@@H](C1)F